1,5-dihydroxy-3-methoxy-2-prenylxanthone OC1=C(C(=CC=2OC3=C(C=CC=C3C(C12)=O)O)OC)CC=C(C)C